C=1N2C3=C(CCC2CC(C1)=O)C=CC=C3 3,4,5,6-Tetrahydrobenzo[c]quinolizin-3(4aH)-one